NCCOCCOCCOCCOCCOCCN1CCN(CC1)C1=CC(=NC=N1)N[C@H]1CN(CCC1)C1=CC(=CC=C1)F (R)-6-(4-(17-amino-3,6,9,12,15-pentaoxaheptadecyl)piperazin-1-yl)-N-(1-(3-fluorophenyl)piperidin-3-yl)pyrimidin-4-amine